C(C1=CC=CC=C1)C1=C2N(C=C(N1)C1=C(C(=CC=C1)[N+](=O)[O-])F)C(C(=N2)CC=2OC=CC2)=O 8-benzyl-6-(2-fluoro-3-nitrophenyl)-2-(furan-2-ylmethyl)imidazo[1,2-a]Pyrazin-3(7H)-one